N-(5-((6-((R)-3-(2,5-difluorophenyl)isoxazolidine-2-yl)pyrimidine-4-yl)amino)-4-methoxy-2-((3aR,6aR)-1-methylhexahydro-pyrrolo[3,4-b]pyrrole-5(1H)-yl)phenyl)acrylamide FC1=C(C=C(C=C1)F)[C@@H]1N(OCC1)C1=CC(=NC=N1)NC=1C(=CC(=C(C1)NC(C=C)=O)N1C[C@@H]2N(CC[C@@H]2C1)C)OC